C(#N)CCN1C2=CC=CC=C2C=2C3=C(C4=C(C12)N(C=1C=CC=CC14)C)C(NC3)=O 12-(2-cyanoethyl)-6,7,12,13-tetrahydro-13-methyl-5-oxo-5H-indolo[2,3-a]pyrrolo[3,4-c]carbazole